COC1=C(C=CC=C1)C1CCN(CC1)[C@@H]1CC2(CN(C2)C2=NC=NS2)CC1 (S)-5-(6-(4-(2-methoxyphenyl)piperidin-1-yl)-2-azaspiro[3.4]octan-2-yl)-1,2,4-thiadiazole